C(C)(C)(C)C1N(CCC2=CC=CC(=C12)NS(=O)(=O)C1=CC=NN1C(C)C)C(=O)O.P(=O)(O)(O)COCCN1C2=NC=NC(=C2N=C1)N 9-(2-phosphonomethoxyethyl)adenine tert-butyl-8-(1-isopropyl-1H-pyrazole-5-sulfonamido)-3,4-dihydroisoquinoline-2(1H)-carboxylate